N-(heptan-4-yl)benzo-[d][1,3]dioxole-5-carboxamide CCCC(CCC)NC(=O)C1=CC2=C(OCO2)C=C1